CNC(=O)N1CC(C1)C(F)(F)F N-methyl-3-(trifluoromethyl)azetidine-1-carboxamide